C(C1=CC=CC=C1)OC(C(C=1C=NC=C(C1)F)N(C(=O)N1[C@H](CCC1)C(=O)OC)C1=CC=C(C=C1)C(C)(C)C)=O methyl (2R)-1-[[2-benzyloxy-1-(5-fluoro-3-pyridyl)-2-oxo-ethyl]-(4-tert-butylphenyl)carbamoyl]pyrrolidine-2-carboxylate